methyl 3-(9-((4-(aminomethyl)-2-(methylcarbamoyl)phenyl)carbamoyl)-4,5-dihydrobenzo[b]thieno[2,3-d]oxepin-8-yl)-6-(propylcarbamoyl)picolinate NCC1=CC(=C(C=C1)NC(=O)C1=CC2=C(OCCC3=C2SC=C3)C=C1C=1C(=NC(=CC1)C(NCCC)=O)C(=O)OC)C(NC)=O